ClC=1C=C(C(=NC1)N1C([C@@H](N(C(C1)=O)CC1=CC(=C(C=C1)F)Cl)C1COC1)=O)F (S)-1-(5-chloro-3-fluoro-pyridin-2-yl)-4-(3-chloro-4-fluorobenzyl)-3-(oxetan-3-yl)piperazine-2,5-dione